2-(5-amino-1,3,4-thiadiazol-2-yl)-1-(pyrrolidin-1-yl)ethan-1-one NC1=NN=C(S1)CC(=O)N1CCCC1